The molecule is a docosanoid anion that is the conjugate base of (4Z,7Z,11Z,13Z,15E,17S,19Z)-10,17-bis(hydroperoxy)docosahexaenoic acid, obtained by deprotonation of the carboxy group; major species at pH 7.3. It is a docosanoid anion and a long-chain fatty acid anion. It derives from a (4Z,7Z,10Z,13Z,16Z,19Z)-docosahexaenoate. It is a conjugate acid of a (4Z,7Z,11Z,13Z,15E,17S,19Z)-10,17-bis(hydroperoxy)docosahexaenoic acid. CC/C=C\\C[C@@H](/C=C/C=C\\C=C/C(C/C=C\\C/C=C\\CCC(=O)[O-])OO)OO